N-(4-(bicyclo[3.1.0]hexan-3-yloxy)-3-fluoro-5-methylphenyl)-5-(2-fluoroethyl)-2-(3-methoxy-3-methylazetidin-1-yl)thiazole-4-carboxamide C12CC(CC2C1)OC1=C(C=C(C=C1C)NC(=O)C=1N=C(SC1CCF)N1CC(C1)(C)OC)F